benzyl 12-((1,19-diamino-10-((3-((3-aminopropyl)amino)-3-oxopropoxy)methyl)-5,15-dioxo-8,12-dioxa-4,16-diazanonadecan-10-yl)amino)-12-oxododecanoate tris(2,2,2-trifluoroacetate) FC(C(=O)O)(F)F.FC(C(=O)O)(F)F.FC(C(=O)O)(F)F.NCCCNC(CCOCC(COCCC(NCCCN)=O)(COCCC(=O)NCCCN)NC(CCCCCCCCCCC(=O)OCC1=CC=CC=C1)=O)=O